C(C)(C)(C)C=1C=C(C=C(C1)C(C)(C)C)I 3,5-Di-tert-butyliodobenzene